NC1=C(C=NC=C1)C#CC1=C(C(=O)OC)C=CC=C1 methyl 2-((4-aminopyridin-3-yl)ethynyl)benzoate